COC1=CC=CC2=C1C=NO2 4-methoxybenzo[d]isoxazol